(E)-4-((4-((3-bromo-4-chlorophenyl)amino)pyrido[3,4-d]pyrimidin-6-yl)amino)-N,N-dimethyl-N-((1-methyl-4-nitro-1H-imidazol-5-yl)methyl)-4-oxobut-2-en-1-aminium BrC=1C=C(C=CC1Cl)NC=1C2=C(N=CN1)C=NC(=C2)NC(/C=C/C[N+](CC2=C(N=CN2C)[N+](=O)[O-])(C)C)=O